2-Amino-1-(2-(4,4-difluoropiperidin-1-yl)-6-methylpyrimidin-4-yl)ethan-1-ol NCC(O)C1=NC(=NC(=C1)C)N1CCC(CC1)(F)F